C(CCCCCCC\C=C/CCCCCCCC)OC(CCCCCCCCCCCCCCCCCCCCC)=O Oleylbehenat